O=C1NC(CCC1N1C(C2=CC=C(C=C2C1=O)N(C)CCO)=O)=O 2-(2,6-dioxopiperidin-3-yl)-5-[2-hydroxyethyl-(methyl)amino]isoindole-1,3-dione